1-(4-{5-[chloro(difluoro)methyl]-1,2,4-oxadiazol-3-yl}-2,5-difluorophenyl)methanaminium chloride [Cl-].ClC(C1=NC(=NO1)C1=CC(=C(C=C1F)C[NH3+])F)(F)F